2-[2-(4-morpholin-4-ylphenylamino)-pyrimidin-4-ylamino]-thiophene-3-carboxylic acid hydroxyamide ONC(=O)C1=C(SC=C1)NC1=NC(=NC=C1)NC1=CC=C(C=C1)N1CCOCC1